methyl (E)-3-(6-(2-carbamoyl-6-(trifluoromethoxy)-1H-indol-1-yl)pyridin-2-yl)but-2-enoate C(N)(=O)C=1N(C2=CC(=CC=C2C1)OC(F)(F)F)C1=CC=CC(=N1)/C(=C/C(=O)OC)/C